FC1=C(CO)C=CC(=C1OC)C(C)C 2-Fluoro-4-isopropyl-3-methoxybenzyl alcohol